N-(7-((1H-pyrazol-1-yl)methyl)-5-methoxy-[1,2,4]triazolo[4,3-a]pyridin-3-yl)-1-cyclohexylmethanesulfonamide N1(N=CC=C1)CC1=CC=2N(C(=C1)OC)C(=NN2)NS(=O)(=O)CC2CCCCC2